Cl.C[C@@H]1N(C[C@H](NC1)C)C1=CC=2N(C3=C1N=CN3C[C@H]3OCCC3)C=NN2 4-((2S,5R)-2,5-Dimethylpiperazin-1-yl)-1-(((S)-tetrahydrofuran-2-yl)methyl)-1H-imidazo[4,5-e][1,2,4]triazolo[4,3-a]pyridine Hydrochloride